[O].[Si].[Si].[Si] trisilicon oxygen